1-[(2-chloro-4-fluorophenyl)methyl]-1-(1-methylpiperidin-4-yl)-3-{[4-(2-methylpropyloxy)phenyl]methyl}urea ClC1=C(C=CC(=C1)F)CN(C(=O)NCC1=CC=C(C=C1)OCC(C)C)C1CCN(CC1)C